O(C1=CC=CC=C1)C1=CC=C(C=C1)NC1=NC(=NC=C1)CO (4-((4-phenoxyphenyl)amino)pyrimidin-2-yl)methanol